N-(((3R)-9-(1-(4-(difluoromethoxy)phenyl)ethyl)-3-methyl-10-oxo-1,2,3,4,7,8,9,10-octahydropyrido[4',3':3,4]pyrazolo[1,5-a]pyrazin-8-yl)methyl)acetamide hydrochloride Cl.FC(OC1=CC=C(C=C1)C(C)N1C(C=2N(CC1CNC(C)=O)N=C1C2CN[C@@H](C1)C)=O)F